4-(ethylsulfonyl)-2-(6-Azaspiro[2.5]octan-6-yl)benzoic acid C(C)S(=O)(=O)C1=CC(=C(C(=O)O)C=C1)N1CCC2(CC2)CC1